C1(CCCC1)[SiH2]C(OCC)OCC cyclopentyldiethoxymethylsilane